NC1=C(C=C(N=N1)C1=C(C(=CC(=C1)F)F)O)C1=CC=CC=C1 2-(6-amino-5-phenylpyridazin-3-yl)-4,6-difluorophenol